S(=O)(=O)=C(CC[C@@H](N)C(=O)O)NC(N)=N 5-sulfonyl-D-arginine